C(#N)[C@H]1N(CSC1)C(CNC(=O)C1=CC(=NC2=CC=C(C=C12)N1CCOCC1)C)=O (R)-N-(2-(4-cyanothiazolidin-3-yl)-2-oxoethyl)-2-methyl-6-morpholinoquinoline-4-carboxamide